(trans)-(4-ethylbenzene) C(C)C1=CC=CC=C1